3-((S)-3-((tert-butyldimethylsilyl)oxy)-2-methylpropoxy)-1-((1r,4S)-4-methoxycyclohexyl)-5-methyl-4-nitro-1H-pyrazole [Si](C)(C)(C(C)(C)C)OC[C@H](COC1=NN(C(=C1[N+](=O)[O-])C)C1CCC(CC1)OC)C